FC(C(C)C1CNCC1)(F)F 3-(1,1,1-trifluoropropan-2-yl)pyrrolidine